N(=[N+]=[N-])CCOCCOCCSC1=C2CN(C(C2=CC=C1)=O)C1CNCCC1 3-(4-((2-(2-(2-azidoethoxy)ethoxy)ethyl)thio)-1-oxoisoindolin-2-yl)piperidine